S1(NC=CCC1)(=O)=O 5,6-dihydro-2H-1,2-thiazin-1,1-dioxide